C(C)NC(=O)N1[C@H]([C@H](CCC1)C1=NN(C=C1)C)CO[C@@H]1CC[C@@H](CC1)C1=CC=CC=C1 (CIS)-N-ethyl-3-(1-methyl-1H-pyrazol-3-yl)-2-((((CIS)-4-phenylcyclohexyl)-oxy)-methyl)piperidine-1-carboxamide